C(C=C)N1N(C2=NC(=NC=C2C1=O)NC1=CC2=CN(N=C2C=C1)CC)C1=CC=CC(=N1)OC1CCN(CC1)C(=O)OC(C)(C)C tert-butyl 4-((6-(2-allyl-6-((2-ethyl-2H-indazol-5-yl)amino)-3-oxo-2,3-dihydro-1H-pyrazolo[3,4-d]pyrimidin-1-yl)pyridin-2-yl)oxy)piperidine-1-carboxylate